C(C)(C)C1=CC=C(C=C1)N1N=C(C=2CN(CCC21)C(=O)OC(C)(C)C)OCC(=O)OC tert-butyl 1-(4-isopropylphenyl)-3-(2-methoxy-2-oxoethoxy)-1,4,6,7-tetrahydro-5H-pyrazolo[4,3-c]pyridine-5-carboxylate